N-(2-((S)-3,4-dimethylpiperazin-1-yl)-5-((1-methylpiperidin-3-yl)ethynyl)phenyl)-3-methoxybenzamide C[C@H]1CN(CCN1C)C1=C(C=C(C=C1)C#CC1CN(CCC1)C)NC(C1=CC(=CC=C1)OC)=O